The molecule is a broad-spectrum polyketide antibiotic produced by the Streptomyces genus of actinobacteria. It has a role as an antimicrobial agent, an antibacterial drug, an antiprotozoal drug, a protein synthesis inhibitor and an Escherichia coli metabolite. It is a tertiary alpha-hydroxy ketone and a member of tetracyclines. It is a conjugate acid of a tetracycline(1-) and a tetracycline zwitterion. C[C@@]1([C@H]2C[C@H]3[C@@H](C(=O)C(=C([C@]3(C(=O)C2=C(C4=C1C=CC=C4O)O)O)O)C(=O)N)N(C)C)O